C(C)(C)(C)OC(=O)N1C(C(CCC1)=O)CC=1C=C(C=CC1)C1=CC=CC=C1 2-(Biphenyl-3-ylmethyl)-3-oxopiperidine-1-carboxylic acid tert-butyl ester